1-(7-(4-((3-chloro-4-(2,2-difluoroethoxy)-2-fluorophenyl)amino)pyrido[3,4-d]pyrimidin-6-yl)-4,7-diazaspiro[2.5]octan-4-yl)prop-2-en-1-one ClC=1C(=C(C=CC1OCC(F)F)NC=1C2=C(N=CN1)C=NC(=C2)N2CCN(C1(CC1)C2)C(C=C)=O)F